4-(6-(benzyloxy)-2-bromo-3-chlorophenyl)pyrrolidin-2-one C(C1=CC=CC=C1)OC1=CC=C(C(=C1C1CC(NC1)=O)Br)Cl